OC1=C(C=CC=C1)C1=C(C(=NC2=CC(=CC=C12)C1=C(N=CS1)C)N1CC2(CN(C2)C(C=C)=O)CC1)C#N 4-(2-hydroxyphenyl)-7-(4-methyl-1,3-thiazol-5-yl)-2-(2-(2-propenoyl)-2,6-diazaspiro[3.4]octan-6-yl)-3-quinolinecarbonitrile